C(C1=CC=CC=C1)CCCC benzyl-butane